1-(4-(4-((1r,5s)-3-oxa-8-azabicyclo[3.2.1]oct-8-yl)-6-(3-oxa-8-azabicyclo[3.2.1]oct-8-yl)-1,3,5-triazin-2-yl)phenyl)-3-(1-oxo-1,3-dihydroisobenzofuran-5-yl)urea [C@H]12COC[C@H](CC1)N2C2=NC(=NC(=N2)N2C1COCC2CC1)C1=CC=C(C=C1)NC(=O)NC=1C=C2COC(C2=CC1)=O